N1C=COC=2C=NC=3C=CC=CC3C21 1H-[1,4]oxazino[2,3-c]quinolin